C(C)(C)(C)OC(=O)N1CC(CC1)C(CBr)=O 3-(2-bromoacetyl)pyrrolidine-1-carboxylic acid tert-butyl ester